BrC=1N=C(OC1C(=O)N1[C@@H](C2=C(CC1)NC=N2)C2=NN1C(C=CC=C1)=C2)C(C)(C)O (S)-(4-bromo-2-(2-hydroxypropan-2-yl)oxazol-5-yl)(4-(pyrazolo[1,5-a]pyridin-2-yl)-6,7-dihydro-1H-imidazo[4,5-c]pyridin-5(4H)-yl)methanone